(1s,3s)-3-methoxycyclobutyl methanesulfonate CS(=O)(=O)OC1CC(C1)OC